3-(4-(8-oxa-3-aza-bicyclo[3.2.1]oct-3-yl)-3-fluorophenyl)-5-(azidomethyl)oxazolidin-2-one C12CN(CC(CC1)O2)C2=C(C=C(C=C2)N2C(OC(C2)CN=[N+]=[N-])=O)F